[1-(4-methylamino-phenyl)-1H-[1,2,3]Triazol-4-yl]-methanol CNC1=CC=C(C=C1)N1N=NC(=C1)CO